NC(CCN(C(CCC(=O)O)=O)CCC(C)N)C 4-(bis(3-aminobutyl)amino)-4-oxobutanoic acid